C1=CC=CC=2C3=CC=CC=C3C(C12)COC(=O)N(CC(=O)O)CC=1N(C2=CC=CC=C2C1)C 2-({[(9H-fluoren-9-yl)methoxy]carbonyl}[(1-methyl-1H-indol-2-yl)methyl]amino)acetic acid